3-(3-fluoro-4-(pyrrolidin-3-yloxy)phenyl)-1H-indole-7-carbonitrile formate C(=O)O.FC=1C=C(C=CC1OC1CNCC1)C1=CNC2=C(C=CC=C12)C#N